CC=1N=C(C2=CC=CC=C2C1)O 3-methylhydroxyisoquinoline